tert-butyl 2-cyano-3-(3,5-di-tert-butyl-4-hydroxyphenyl)-3-phenylacrylate C(#N)C(C(=O)OC(C)(C)C)=C(C1=CC=CC=C1)C1=CC(=C(C(=C1)C(C)(C)C)O)C(C)(C)C